methyl (S)-4-methoxy-5-((tetrahydrofuran-3-yl)oxy)-2-((2-(trimethylsilyl) ethoxy)methyl)-2H-indazole-7-carboxylate COC=1C2=CN(N=C2C(=CC1O[C@@H]1COCC1)C(=O)OC)COCC[Si](C)(C)C